N[C@H]1C[C@@H](NC1)C(=O)O (2r,4s)-4-aminopyrrolidine-2-carboxylic acid